5-{2-acetamidoimidazo[1,2-b]pyridazin-6-yl}-N-{[3-fluoro-5-(trifluoromethoxy)phenyl]methyl}-2-methylpyridine-3-carboxamide C(C)(=O)NC=1N=C2N(N=C(C=C2)C=2C=C(C(=NC2)C)C(=O)NCC2=CC(=CC(=C2)OC(F)(F)F)F)C1